2-methyl-4-[4-(2-aminophenyl)-1H-1,2,3-triazol-1-yl]phenyl α-D-mannopyranoside O([C@@H]1[C@@H](O)[C@@H](O)[C@H](O)[C@H](O1)CO)C1=C(C=C(C=C1)N1N=NC(=C1)C1=C(C=CC=C1)N)C